FC(F)(F)N1N=CC=C1C(=O)O (trifluoromethyl)-1H-pyrazole-5-carboxylic acid